2-(4-(4-chlorophenoxy)phenyl)-7-(piperidin-4-yl)-1H-imidazo[1,2-b]pyrazole-3-carboxamide ClC1=CC=C(OC2=CC=C(C=C2)C=2NC=3N(N=CC3C3CCNCC3)C2C(=O)N)C=C1